2-amino-5-bromo-N-(tetrahydro-2H-pyran-4-yl)nicotinamide NC1=C(C(=O)NC2CCOCC2)C=C(C=N1)Br